o-tolyl dibutyl phosphate P(=O)(OC1=C(C=CC=C1)C)(OCCCC)OCCCC